(1,10-phenanthroline) terbium (III) [Tb+3].N1=CC=CC2=CC=C3C=CC=NC3=C12